(9H-Fluoren-9-yl)methyl ((2R,3R)-3-(tert-butoxy)-1-hydroxybutan-2-yl)carbamate C(C)(C)(C)O[C@@H]([C@@H](CO)NC(OCC1C2=CC=CC=C2C=2C=CC=CC12)=O)C